BrC=1C=C(C=2N(C1)C=C(N2)C)CC(=O)OC methyl 2-(6-bromo-2-methyl-imidazo[1,2-a]pyridin-8-yl)acetate